1-(3-acetylphenyl)-3-(3-(2-methoxyethyl)-4-oxo-2-(pyridin-3-yl)-3,4-dihydroquinazolin-6-yl)urea C(C)(=O)C=1C=C(C=CC1)NC(=O)NC=1C=C2C(N(C(=NC2=CC1)C=1C=NC=CC1)CCOC)=O